1-(2-(4-fluorobenzyl-(propargyl)amino)ethyl)-2-methyl-3-hydroxypyridin FC1=CC=C(CN(CCN2C(C(=CC=C2)O)C)CC#C)C=C1